COC(C1CCN(CC1)C1=NOC(=C1)C(C(=O)N1[C@@H](C[C@H](C1)O)C(=O)N[C@@H](C)C1=CC=C(C=C1)C1=C(N=CS1)C)C(C)C)OC (2S,4R)-1-[2-[3-[4-(dimethoxymethyl)-1-piperidyl]isoxazol-5-yl]-3-methyl-butanoyl]-4-hydroxy-N-[(1S)-1-[4-(4-methylthiazol-5-yl)phenyl]ethyl]pyrrolidine-2-carboxamide